p-tertiary amyl-phenol disulfide C(C)(C)(CC)C12C(C3C(C=C1)(O)S3)S2